ClC1=C(C=CC=C1C1C(NC(CC1)=O)=O)C1=CC=C(C=C1)NC(=O)N1CCCC1 N-(2'-chloro-3'-(2,6-dioxopiperidin-3-yl)-[1,1'-biphenyl]-4-yl)pyrrolidine-1-carboxamide